(1S,2S)-2-((4-(1-(4-((1R,2S)-6-hydroxy-2-phenyl-1,2,3,4-tetrahydronaphthalen-1-yl)phenyl)piperidin-4-yl)piperazin-1-yl)methyl)cyclohexane OC=1C=C2CC[C@@H]([C@@H](C2=CC1)C1=CC=C(C=C1)N1CCC(CC1)N1CCN(CC1)CC1CCCCC1)C1=CC=CC=C1